NC\C=C(\CN1C(=NC2=C1C=CC=C2C2=CC=C(C=C2)S(=O)(=O)NC2CC2)C(C)C)/F (Z)-4-(1-(4-amino-2-fluorobut-2-en-1-yl)-2-isopropyl-1H-benzo[d]imidazol-4-yl)-N-cyclopropylbenzenesulfonamide